ClC=1C=NC(=NC1)[C@H]([C@H](C)S(=O)(=O)NC1=NN=C(N1C1=C(C=CC=C1OC)OC)COCC)OC (1R,2S)-1-(5-chloropyrimidin-2-yl)-N-(4-(2,6-dimethoxyphenyl)-5-(ethoxymethyl)-4H-1,2,4-triazol-3-yl)-1-methoxypropane-2-sulfonamide